CC1=NOC(=C1C)C1=CC=C(S1)S(=O)(=O)N1CCN(CC1)C[C@H](C)NC1=NC=NC2=C(C=CC=C12)C(=O)N1C(CCC1)(C)C N-[(2S)-1-(4-{[5-(3,4-dimethyl-1,2-oxazol-5-yl)thiophen-2-yl]sulfonyl}piperazin-1-yl)propan-2-yl]-8-(2,2-dimethylpyrrolidine-1-carbonyl)quinazolin-4-amine